CN(C1CC2CCC(C1)N2CCC#N)C2=C1C=CC=NC1=CC(=N2)NC2=NNC(=C2)C 3-((3-exo)-3-(methyl-(7-((5-methyl-1H-pyrazol-3-yl)amino)-1,6-naphthyridin-5-yl)amino)-8-azabicyclo[3.2.1]oct-8-yl)propionitrile